3-methyl-4-(thiophen-2-yl)-2-butanone O-methyl oxime CON=C(C)C(CC=1SC=CC1)C